1-(3-((1-isopentyl-6-((5-methylthiazol-2-yl)amino)-1H-pyrrolo[3,2-c]pyridin-4-yl)oxy)-3-methylazetidin-1-yl)prop-2-en-1-one C(CC(C)C)N1C=CC=2C(=NC(=CC21)NC=2SC(=CN2)C)OC2(CN(C2)C(C=C)=O)C